FC(C=1N=C2N(C=CN=C2)C1)(F)F 2-(trifluoromethyl)imidazo[1,2-a]pyrazin